OC1(CC(=NO1)C1=CC=C(C=C1)C1=CC=C(S1)C(C)=O)C(F)(F)F 1-[5-[4-[5-hydroxy-5-(trifluoromethyl)-4H-1,2-oxazol-3-yl]phenyl]thiophen-2-yl]ethanone